ClC1=CC=2C3=C(N(C(N(C2N=C1)CC)=O)C1=C(C=C(C=C1F)NCCN(C(OC(C)(C)C)=O)CCNC(=O)OC)F)C=C(C=C3)C#N tert-butyl (2-((4-(2-chloro-9-cyano-5-ethyl-6-oxo-5,6-dihydro-7H-benzo[d]pyrido[3,2-f][1,3]diazepin-7-yl)-3,5-difluorophenyl)amino)ethyl)(2-((methoxy carbonyl)amino)ethyl)carbamate